tert-Butyl 6-chloro-2-((dimethylamino)methyl)-9,9-dimethylacridine-10(9H)-carboxylate {tert-butyl 6-chloro-2-((dimethylamino)methyl)-9,9-dimethylacridine-10(9H)-carboxylate} C(C)(C)(C)C1=C(C=CC=2N(C3=CC(=CC=C3C(C12)(C)C)Cl)C(=O)O)CN(C)C.ClC=1C=C2N(C=3C=CC(=CC3C(C2=CC1)(C)C)CN(C)C)C(=O)OC(C)(C)C